(S)-3-(4-(((R)-5-cyano-4-(6-((tetrahydro-2H-pyran-4-yl)oxy)pyridin-3-yl)-2,3-dihydro-1H-inden-1-yl)oxy)phenyl)hex-4-ynoic acid methyl ester COC(C[C@H](C#CC)C1=CC=C(C=C1)O[C@@H]1CCC2=C(C(=CC=C12)C#N)C=1C=NC(=CC1)OC1CCOCC1)=O